(2-fluoro-3-methoxy-6-(1H-tetrazol-1-yl)benzyl)pyrimidine-4,6-diamine FC1=C(CC2=NC(=CC(=N2)N)N)C(=CC=C1OC)N1N=NN=C1